(1S,3R)-3-acetylamino-N-(4-(4-fluoro-1-(oxetan-3-yl)-1H-benzo[d]imidazol-6-yl)-5-methylpyridin-2-yl)cyclohexane-1-carboxamide C(C)(=O)N[C@H]1C[C@H](CCC1)C(=O)NC1=NC=C(C(=C1)C=1C=C(C2=C(N(C=N2)C2COC2)C1)F)C